C(C)(C)(C)N1N=C(C=2C1=NC=NC2N)C2=CC=CC1=CC=CC=C21 1-tert-butyl-3-(1-naphthyl)-1H-pyrazolo[3,4-d]pyrimidin-4-amine